N-undecyl-N',N'-dipentylurea C(CCCCCCCCCC)NC(=O)N(CCCCC)CCCCC